methyl (S)-3-(2-oxo-1-(1-(pyridin-2-yl)ethyl)-1,2-dihydropyridin-4-yl)-1-(4-(trifluoromethyl)phenyl)-1H-indazole-5-carboxylate O=C1N(C=CC(=C1)C1=NN(C2=CC=C(C=C12)C(=O)OC)C1=CC=C(C=C1)C(F)(F)F)[C@@H](C)C1=NC=CC=C1